1-(2,4-Difluorophenyl)-3-(3-hydroxy-4-methoxyphenyl)prop-2-en-1-one FC1=C(C=CC(=C1)F)C(C=CC1=CC(=C(C=C1)OC)O)=O